FC1=CC(=CC2=C1SC=C2)CCNC2=CC=NC=N2 6-[2-(7-fluoro-benzo[b]thiophen-5-yl)-ethylamino]-pyrimidin